CN1N=C(C=C1)CN1C(C2=CC=C(C=C2C=N1)S(=O)(=O)C1=CC2=C(OCCN2C(=O)OC(C)(C)C)C=C1)=O tert-butyl 6-((2-((1-methyl-1H-pyrazol-3-yl)methyl)-1-oxo-1,2-dihydrophthalazin-6-yl)sulfonyl)-2,3-dihydro-4H-benzo[b][1,4]oxazine-4-carboxylate